3-bromo-1,1,1-trifluoroacetone BrCC(C(F)(F)F)=O